2-((4-amino-3-nitrophenyl) amino)-6-propylpyrimidin-4-yl 4-bromophenylsulfonate BrC1=CC=C(C=C1)S(=O)(=O)OC1=NC(=NC(=C1)CCC)NC1=CC(=C(C=C1)N)[N+](=O)[O-]